Di(aziridin-1-yl)phosphinic acid (R)-4-(3-(morpholine-4-carbonyl) phenoxy)-5-nitro-2,3-dihydro-1H-inden-1-yl ester N1(CCOCC1)C(=O)C=1C=C(OC2=C3CC[C@H](C3=CC=C2[N+](=O)[O-])OP(=O)(N2CC2)N2CC2)C=CC1